3-((4-(4-(1,3-dioxolan-2-yl)piperidine-1-yl)benzo[d]oxazol-7-yl)amino)propionic acid O1C(OCC1)C1CCN(CC1)C1=CC=C(C2=C1N=CO2)NCCC(=O)O